O1C(CCCC1)OCCN1N=NC(=C1)C1=CC=C(CC=C(C(=O)N)C)C=C1 (4-(1-(2-((tetrahydro-2H-pyran-2-yl)oxy)ethyl)-1H-1,2,3-triazol-4-yl)benzyl)methacrylamide